NCC(COC1N(C(C=2C=NC=CC21)=O)C2CC2)=CF (2-(aminomethyl)-3-fluoroallyloxy)-2-cyclopropyl-1,2-dihydro-3H-pyrrolo[3,4-c]pyridin-3-one